C(C)(C)(C)C1=NC(=NO1)C(=O)NCC1=C(C=C(C=C1)C1=NC=NN2C1=CC(=C2)C=2N=NN(C2)C)C 5-(tert-butyl)-N-(2-methyl-4-(6-(1-methyl-1H-1,2,3-triazol-4-yl)pyrrolo[2,1-f][1,2,4]triazin-4-yl)benzyl)-1,2,4-oxadiazole-3-carboxamide